4-methyl-3-octanol CC(C(CC)O)CCCC